(1R)-N-(7-chloro-6-(1-(3R-methyltetrahydrofuran-3-yl)piperidin-4-yl)isoquinolin-3-yl)-3-oxabicyclo[3.1.0]hexane-6-carboxamide ClC1=C(C=C2C=C(N=CC2=C1)NC(=O)C1C2COC[C@@H]12)C1CCN(CC1)[C@]1(COCC1)C